C(CCC(=O)C)(=O)O[C@H]1[C@H](O)O[C@H]([C@@H]([C@H]1O[Si](CC)(CC)CC)OCC1=CC2=CC=CC=C2C=C1)C 2-O-levulinyl-4-O-(2-naphthylmethyl)-3-O-triethylsilyl-alpha-L-rhamnose